C1(CCCCC1)[C@@H](C(=O)NC=1C=C2CC(CC2=CC1)(C(=O)O)N1C(NC(C1)C)=O)NC(=O)C1=CC=NN1C 5-((S)-2-cyclohexyl-2-(1-methyl-1H-pyrazole-5-carboxamido)acetamido)-2-(4-methyl-2-oxoimidazolidin-1-yl)-2,3-dihydro-1H-indene-2-carboxylic acid